CC1(C=C(C(N(C1C)C1=CC(=CC=C1)C(F)(F)F)=O)C(=O)NCCCN1C(CCCC1)C)C(=O)NC 5,N5,6-trimethyl-N3-[3-(2-methylpiperidin-1-yl)propyl]-2-oxo-1-[3-(trifluoromethyl)phenyl]-1,2-dihydropyridine-3,5-dicarboxamide